6-sulfo-2-naphthyl-3,5-dicarbomethoxybenzene S(=O)(=O)(O)C=1C=C2C=CC(=CC2=CC1)C1=CC(=CC(=C1)C(=O)OC)C(=O)OC